bis(4-(5-phenylthiophen-2-yl)phenyl)amine C1(=CC=CC=C1)C1=CC=C(S1)C1=CC=C(C=C1)NC1=CC=C(C=C1)C=1SC(=CC1)C1=CC=CC=C1